(S)-N-((R)-(4-chlorophenyl)(2-(trifluoromethyl)-1H-imidazol-4-yl)methyl)-2-oxoimidazolidine-4-carboxamide ClC1=CC=C(C=C1)[C@@H](NC(=O)[C@H]1NC(NC1)=O)C=1N=C(NC1)C(F)(F)F